Magnesium myristic acid salt C(CCCCCCCCCCCCC)(=O)[O-].[Mg+2].C(CCCCCCCCCCCCC)(=O)[O-]